(4-((4-ethynylphenyl)amino)pyrimidin-2-yl)piperazine-1-carboxylic acid tert-butyl ester C(C)(C)(C)OC(=O)N1C(CNCC1)C1=NC=CC(=N1)NC1=CC=C(C=C1)C#C